C(C)(C)(C)OC(=O)N1CC(N(CC1)C1=C(N=NC(=C1)Cl)Cl)C=O 4-(3,6-dichloropyridazin-4-yl)-3-formylpiperazine-1-carboxylic acid tert-butyl ester